CN1N=CC(=C1)C1=NN=C(C2=C1CN(C2)C(C2=CC=CC=C2)(C2=CC=CC=C2)C2=CC=CC=C2)C2=CC=CC=C2 1-(1-methyl-1H-pyrazol-4-yl)-4-phenyl-6-trityl-6,7-dihydro-5H-pyrrolo[3,4-d]pyridazine